C1(=CC=CC=C1)N1C(=NC2=C1C=CC=C2)C2=C(C=CC=C2)C2=C(C(=NC(=C2N2C1=CC=CC=C1C=1C=C(C=CC21)C#N)N2C1=CC=CC=C1C=1C=C(C=CC21)C#N)N2C1=CC=CC=C1C=1C=C(C=CC21)C#N)N2C1=CC=CC=C1C=1C=C(C=CC21)C#N 9,9',9'',9'''-(4-(2-(1-phenyl-1H-benzo[d]imidazol-2-yl)phenyl)pyridine-2,3,5,6-tetrayl)tetrakis(9H-carbazole-3-carbonitrile)